FC1=CC=C(C=C1)C1(CN(C1)C)NC(=O)C1=NN2C(C(NC(=C2)C2=CC3=CC=CC=C3C=C2)=O)=C1COC N-[3-(4-Fluorophenyl)-1-methylazetidin-3-yl]-3-(methoxymethyl)-6-(naphthalen-2-yl)-4-oxo-4,5-dihydropyrazolo[1,5-a]pyrazine-2-carboxamide